3-[4-[4-(4-chlorophenyl)-1-piperidyl]-3-fluoro-phenyl]-1-(2-trimethylsilylethoxymethyl)piperidine-2,6-dione ClC1=CC=C(C=C1)C1CCN(CC1)C1=C(C=C(C=C1)C1C(N(C(CC1)=O)COCC[Si](C)(C)C)=O)F